FC1(CCC2=C1N=C(N=C2C=2CCN(CC2)C(=O)OC(C)(C)C)SC)F tert-butyl 4-(7,7-difluoro-2-(methylthio)-6,7-dihydro-5H-cyclopenta[d]pyrimidin-4-yl)-3,6-dihydropyridin-1(2H)-carboxylate